Ethyl 3-cyano-6-(naphthalen-2-yl)-4-oxo-4,5-dihydropyrazolo[1,5-a]pyrazine-2-carboxylate C(#N)C=1C(=NN2C1C(NC(=C2)C2=CC1=CC=CC=C1C=C2)=O)C(=O)OCC